ClC1=CN=C2C(=N1)N(C(=C2)C2CCN(CC2)C(C)=O)C 1-(4-(3-chloro-5-methyl-5H-pyrrolo[2,3-b]pyrazin-6-yl)piperidin-1-yl)ethan-1-one